FC=1C=C2CCCN(C2=CC1)C(=O)C=1C=C2C(=NC1)N=CN2C=2C=CC(=NC2)NC(OC)=O methyl N-[5-[6-(6-fluoro-3,4-dihydro-2H-quinoline-1-carbonyl)imidazo[4,5-b]pyridin-1-yl]-2-pyridyl]carbamate